1-(4-Carbamoyl-5-methyl-pyrimidin-2-yl)piperidine-4-carboxylic Acid TFA Salt OC(=O)C(F)(F)F.C(N)(=O)C1=NC(=NC=C1C)N1CCC(CC1)C(=O)O